3-(3-(2-(4-(6-((6-acetyl-8-cyclopentyl-5-methyl-7-oxo-7,8-dihydropyrido[2,3-d]-pyrimidin-2-yl)amino)pyridin-3-yl)piperazin-1-yl)-2-oxoethoxy)phenyl)piperidine-2,6-dione C(C)(=O)C1=C(C2=C(N=C(N=C2)NC2=CC=C(C=N2)N2CCN(CC2)C(COC=2C=C(C=CC2)C2C(NC(CC2)=O)=O)=O)N(C1=O)C1CCCC1)C